Br.[Br-].CN(CCCC1=C(C=CC=C1)P(C1=CC=CC=C1)C1=CC=CC=C1)C [3-(dimethylamino)propyl]triphenylphosphine bromide hydrobromide